2-amino-9-chloro-3-((6-(piperazin-1-yl)pyridin-3-yl)oxy)-10H-chromeno[3,2-b]pyridin-10-one NC1=C(C=C2C(=N1)C(C=1C(=CC=CC1O2)Cl)=O)OC=2C=NC(=CC2)N2CCNCC2